C(#N)C1=C(C=CC=C1)[C@H]([C@@H](C)C=1N(C(C(=C(N1)C(=O)NC=1C=NOC1)O)=O)C)C1=NC=C(N=C1)C(F)(F)F 2-((1s,2r)-1-(2-cyanophenyl)-1-(5-(trifluoromethyl)pyrazin-2-yl)propan-2-yl)-5-hydroxy-N-(isoxazol-4-yl)-1-methyl-6-oxo-1,6-dihydropyrimidine-4-carboxamide